2-(3-trifluoromethylphenoxy)acetaldehyde FC(C=1C=C(OCC=O)C=CC1)(F)F